N-(4-(1-((1-(1H-1,2,4-triazole-1-carbonyl)azepan-2-yl)methyl)-4-amino-1H-pyrazolo[3,4-d]pyrimidin-3-yl)benzyl)-5-fluoro-2-methoxybenzamide N1(N=CN=C1)C(=O)N1C(CCCCC1)CN1N=C(C=2C1=NC=NC2N)C2=CC=C(CNC(C1=C(C=CC(=C1)F)OC)=O)C=C2